ClC1=C(C=CC=C1C1=CC=C(C(=N1)OC)CN(C(OC(C)(C)C)=O)C[C@H]1NC(CC1)=O)C1=C(C(=CC=C1)C1=NC2=C(C=C(C(=C2C=C1)OC)C=O)Cl)Cl (S)-tert-butyl ((6-(2,2'-dichloro-3'-(8-chloro-6-formyl-5-methoxyquinolin-2-yl)-[1,1'-biphenyl]-3-yl)-2-methoxypyridin-3-yl)methyl)((5-oxopyrrolidin-2-yl)methyl)carbamate